ClC=1C(=NC(=NC1)NC=1C=NN(C1)C1CCC(CC1)O)NC1=C(C=CC(=C1)[N+](=O)[O-])F 4-(4-((5-chloro-4-((2-fluoro-5-nitrophenyl)amino)pyrimidin-2-yl)amino)-1H-pyrazol-1-yl)cyclohexan-1-ol